FC(C)(F)C=1C=C(C=CC1)NC(=O)C1C(=NN(C1=O)C1=CC(=C(C=C1)OC)OC)C N-(3-(1,1-difluoroethyl)phenyl)-1-(3,4-dimethoxyphenyl)-3-methyl-5-oxo-4,5-dihydro-1H-pyrazole-4-carboxamide